di(tertiary-butyl) peroxide C(C)(C)(C)OOC(C)(C)C